4-[4-[2-[1-(6,7-dihydro-5H-pyrrolo[1,2-c]imidazol-1-yl)-2-ethoxy-2-oxo-ethyl]-7-fluoro-3-oxo-isoindol-5-yl]-3-methyl-phenyl]-3,6-dihydro-2H-pyridine-1-carboxylic acid tert-butyl ester C(C)(C)(C)OC(=O)N1CCC(=CC1)C1=CC(=C(C=C1)C=1C=C2C(N(CC2=C(C1)F)C(C(=O)OCC)C1=C2N(C=N1)CCC2)=O)C